4-[4-(but-2-yl)-3-methyl-5-oxo-4,5-dihydro-1H-1,2,4-triazol-1-yl]-N-(2,6-difluorophenyl)-5-fluoro-2-{[(2S)-1,1,1-trifluoropropan-2-yl]oxy}benzamide CC(CC)N1C(=NN(C1=O)C1=CC(=C(C(=O)NC2=C(C=CC=C2F)F)C=C1F)O[C@H](C(F)(F)F)C)C